oxygen cyanic acid N#CO.[O]